ClC1=C2C(N(C(=NC2=CC=C1)[C@H]1N(CCC1)C1=NC(=NC(=C1C#N)N)N)CC1=CC=C(S1)C(=O)NO)=O (S)-5-((5-chloro-2-(1-(2,6-diamino-5-cyanopyrimidin-4-yl)pyrrolidin-2-yl)-4-oxoquinazolin-3(4H)-yl)methyl)-N-hydroxythiophene-2-carboxamide